ClC=1C=NC(=C(C(=O)NC2CCC(CC2)CN2C(N(C3=C2C=CC=C3)C=3C=NC(=C(C3)F)OCCO)=O)C1)C 5-chloro-N-((1r,4r)-4-((3-(5-fluoro-6-(2-hydroxy-ethoxy)pyridin-3-yl)-2-oxo-2,3-dihydro-1H-benzo[d]imidazol-1-yl)methyl)cyclohexyl)-2-methyl-nicotinamide